N-(3-(8-((2R,6R)-6-((dimethylamino)methyl)piperidin-2-yl)-3-(2,2,2-trifluoroethyl)imidazo[1,2-a]pyridin-2-yl)prop-2-yn-1-yl)-2-methoxy-4-(methylsulfonyl)aniline CN(C)C[C@H]1CCC[C@@H](N1)C=1C=2N(C=CC1)C(=C(N2)C#CCNC2=C(C=C(C=C2)S(=O)(=O)C)OC)CC(F)(F)F